6-(((1R,2R,4S,5S)-2-fluoro-9-azabicyclo[3.3.1]nonan-3-yl)oxy)pyridazin F[C@@H]1[C@H]2CCC[C@@H](CC1OC1=CC=CN=N1)N2